FC1=C(C=CC=C1C(C)N1N=C(C=C1)C1=C(C=CC(=C1)OC=1C(=C2C=CNC2=CC1F)S(=O)(=O)C)F)CCC(=O)O 3-(2-fluoro-3-(1-(3-(2-fluoro-5-((6-fluoro-4-(methylsulfonyl)-1H-indol-5-yl)oxy)phenyl)-1H-pyrazol-1-yl)ethyl)phenyl)propanoic acid